CC(C1=COCO1)C(=O)O Dioxol-5-yl-propionic acid